CN1CCC(CC1)OC=1C=CC(=NC1)C1=NSC(=N1)NC1=NC=CC=C1C 3-(5-(1-methyl-piperidin-4-yloxy)pyridin-2-yl)-N-(3-methylpyridin-2-yl)-1,2,4-thiadiazol-5-amine